FC1(C[C@H](NC1)CO)F [(2S)-4,4-difluoropyrrolidin-2-yl]methanol